The molecule is a sesquiterpene lactone that is 3a,4,4a,5,6,7,9,9a-octahydroazuleno[6,5-b]furan-2(3H)-one substituted by a hydroxy group at position 5, methyl groups at positions 5 and 8, an acetyloxy group at position 7 and a methylidene group at position 3. It has been isolated from the aerial parts of Inula hupehensis. It has a role as a metabolite, an anti-inflammatory agent and a plant metabolite. It is a gamma-lactone, an acetate ester, an organic heterotricyclic compound, a tertiary alcohol and a sesquiterpene lactone. CC1=C2[C@@H](C[C@H]3[C@@H](C1)OC(=O)C3=C)[C@](C[C@@H]2OC(=O)C)(C)O